8-((2-oxaspiro[3.3]heptan-6-yl)amino)pentadecanedioic acid bis(2-heptyl nonyl) ester C(CCCCCC)C(COC(CCCCCCC(CCCCCCC(=O)OCC(CCCCCCC)CCCCCCC)NC1CC2(COC2)C1)=O)CCCCCCC